(R)-5-(1-(3,5-dichloropyridin-4-yl)ethoxy)-3-(6-(6-(2,2-difluoroethyl)-2,6-diazaspiro[3.3]heptan-2-yl)pyridin-3-yl)-1H-indazole ClC=1C=NC=C(C1[C@@H](C)OC=1C=C2C(=NNC2=CC1)C=1C=NC(=CC1)N1CC2(C1)CN(C2)CC(F)F)Cl